(5S)-1-(3,4-dichlorophenyl)-5-(5-(3,5-dimethylisoxazol-4-yl)-1-(1-methylpyrrolidin-3-yl)-1H-benzo[d]imidazol-2-yl)pyrrolidin-2-one ClC=1C=C(C=CC1Cl)N1C(CC[C@H]1C1=NC2=C(N1C1CN(CC1)C)C=CC(=C2)C=2C(=NOC2C)C)=O